O1[C@H](COCC1)C=1C2=C(C(=NC1)OC)N=CS2 (S)-7-[1,4]Dioxan-2-yl-4-methoxy-thiazolo[4,5-c]pyridin